1-(4-(6-chloro-2-(3-(4-cyclopropyl-piperazin-1-yl)azetidin-1-yl)-8-fluoro-7-(2-fluoro-6-hydroxyphenyl)quinazolin-4-yl)piperazin-1-yl)prop-2-en-1-one ClC=1C=C2C(=NC(=NC2=C(C1C1=C(C=CC=C1O)F)F)N1CC(C1)N1CCN(CC1)C1CC1)N1CCN(CC1)C(C=C)=O